C1=C(C=CC2=CC=CC=C12)S(=O)(=O)NC=1C(=NC=CC1)C(=O)O 3-(naphthalene-2-sulfonamido)picolinic acid